tert-butyl (3-(2-amino-N-propyl-8-(pyrrolidine-1-carbonyl)-3H-benzo[b]azepine-4-carboxamido)propyl)carbamate NC=1CC(=CC2=C(N1)C=C(C=C2)C(=O)N2CCCC2)C(=O)N(CCC)CCCNC(OC(C)(C)C)=O